N-[(2-fluoro-6-methylphenyl)methylene]Hydroxylamine Benzyl-4-(4-hydroxyphenyl)piperidine-1-carboxylate Benzyl-carbonochloridate C(C1=CC=CC=C1)OC(=O)Cl.C(C1=CC=CC=C1)OC(=O)N1CCC(CC1)C1=CC=C(C=C1)O.FC1=C(C(=CC=C1)C)C=NO